C(C)C=1C=C(C=C2C=NC(=NC12)NC1CCC(CC1)NC(OC(C)(C)C)=O)B1OC(C(O1)(C)C)(C)C tert-butyl ((1r,4r)-4-((8-ethyl-6-(4,4,5,5-tetramethyl-1,3,2-dioxaborolan-2-yl)quinazolin-2-yl)amino)cyclohexyl)carbamate